Ethyl 2-(5-(3-(2,4-dimethoxybenzyl)-2,4-dioxotetrahydropyrimidin-1(2H)-yl)pyridin-3-yl)acetate COC1=C(CN2C(N(CCC2=O)C=2C=C(C=NC2)CC(=O)OCC)=O)C=CC(=C1)OC